C1(CCCC1)CC=1/C(/C2=CC=C(C=C2C1CC(=O)O)F)=C/C1=CC=C(C=C1)COC1=CC=CC=C1 (Z)-2-(2-(Cyclopentylmethyl)-5-fluoro-1-(4-(phenoxymethyl)benzylidene)-1H-inden-3-yl)acetic acid